C(N)(=O)C=1C(=NC(=NC1)N1CCC(CC1)C(=O)OCC)NC=1C=NC(=CC1)C1CC1 ethyl 1-(5-carbamoyl-4-((6-cyclopropylpyridin-3-yl)amino)pyrimidin-2-yl)piperidine-4-carboxylate